N-(1-cyanocyclopropyl)-4-fluoropyrrolidine-2-carboxamide C(#N)C1(CC1)NC(=O)C1NCC(C1)F